(E) and (Z)-3-hexenol C(CC=CCC)O